3-[bis[(2,4-difluoro-3-methoxy-phenyl)methyl]-amino]propanehydroxamic acid FC1=C(C=CC(=C1OC)F)CN(CCC(=O)NO)CC1=C(C(=C(C=C1)F)OC)F